OCCNC(C(=O)O)C alpha-(2-hydroxyethylamino)-propionic acid